trans-Benzyl (4-(phenylamino)cyclohexyl)carbamate C1(=CC=CC=C1)N[C@@H]1CC[C@H](CC1)NC(OCC1=CC=CC=C1)=O